(S)-tert-butyl 4-(2-(3-(2-(methoxymethoxy)phenyl)-5-methyl-7,8-dihydro-5H-pyrido[3',4':4,5]pyrrolo[2,3-c]pyridazin-6(9H)-yl)pyrimidin-5-yl)piperazine-1-carboxylate COCOC1=C(C=CC=C1)C1=CC2=C(N=N1)NC1=C2[C@@H](N(CC1)C1=NC=C(C=N1)N1CCN(CC1)C(=O)OC(C)(C)C)C